2-(2-aminopyridine-4-yl)-5-(5-((5-(2-ethyl-2H-tetrazol-5-yl)pyridine-2-yl)oxy)-3,3-dimethylpentyl)-1,2,5-thiadiazolidine 1,1-dioxide NC1=NC=CC(=C1)N1S(N(CC1)CCC(CCOC1=NC=C(C=C1)C=1N=NN(N1)CC)(C)C)(=O)=O